3-O-methylribose CO[C@@H]([C@H](C=O)O)[C@H](O)CO